NC1=NNC2=C1C(=NC=C2C2=CN=C1N2C=CC=N1)C1=CC=C(CNC(C2=C(C=CC(=C2)F)OC)=O)C=C1 N-(4-(3-amino-7-(imidazo[1,2-a]pyrimidin-3-yl)-1H-pyrazolo[4,3-c]pyridin-4-yl)benzyl)-5-fluoro-2-methoxybenzamide